ClC=1C=C(C=CC1)C1=CC=NC=N1 6-(3-Chloro-phenyl)-pyrimidin